BrC1=C(C=C(N1)C(=O)OC)Cl Methyl 5-bromo-4-chloro-1H-pyrrole-2-carboxylate